C(C)OC1=CC=C(C=C1)C1=NC(=C2C(=N1)N(N=C2)C)NC(=O)C=2SC(=CC2)[N+](=O)[O-] N-(6-(4-ethoxyphenyl)-1-methyl-1H-pyrazolo[3,4-d]pyrimidin-4-yl)-5-nitrothiophene-2-carboxamide